2,2-Dimethyl-2H-chromene CC1(OC2=CC=CC=C2C=C1)C